FC(C(=O)O)(F)F.ClC=1C=C(OC=2N=NNC2C(=O)O)C=C(C1)OCC1CC1 4-(3-chloro-5-(cyclopropylmethoxy)phenoxy)-1H-1,2,3-triazole-5-carboxylic acid 2,2,2-trifluoroacetate